FC1=NC=C(C=C1C1=NN2C(OCCC2)=C1C(=O)N[C@@H]1C(NC2=C(C(=N1)C1=CC=CC=C1)C=CC=C2)=O)C 2-(2-fluoro-5-methylpyridin-3-yl)-N-[(3S)-2-oxo-5-phenyl-1,3-dihydro-1,4-benzodiazepine-3-yl]-6,7-dihydro-5H-pyrazolo[5,1-b][1,3]Oxazine-3-carboxamide